C1CNCCC12CCNCCO2 12-oxa-3,9-diazaspiro[5.6]dodecane